1-((2R,4aS,4bR,6aS,7S,7aS,8aR,8bR,8cR,10aR)-2-hydroxy-2,6a-dimethyloctadecahydrocyclopenta[4,5]cyclopenta[1,2-a]phenanthren-7-yl)-2-(4-nitro-1H-pyrazol-1-yl)ethan-1-one O[C@@]1(CC[C@@H]2[C@H]3CC[C@]4(C(C3CCC2C1)[C@H]1[C@@H]([C@@H]4C(CN4N=CC(=C4)[N+](=O)[O-])=O)CCC1)C)C